1-(3-((4,4-bis(((Z)-oct-5-en-1-yl)oxy)butanoyl)oxy)-2-(((((1-ethylpiperidin-3-yl)methoxy)carbonyl)oxy)methyl)propyl) 7-((Z)-oct-3-en-1-yl) heptanedioate C(CCCCCC(=O)OCC\C=C/CCCC)(=O)OCC(COC(CCC(OCCCC\C=C/CC)OCCCC\C=C/CC)=O)COC(=O)OCC1CN(CCC1)CC